ClCC(C)OP(OC(CCl)C)(OC(CCl)C)=O phosphoric acid tris(2-chloro-1-methylethyl) ester